C1(CC1)C1=C(C(=NC=C1)OC)C=1N=CC=2C(N1)=C(N(N2)COCC[Si](C)(C)C)CC2=CC=C(C=C2)C=2N(C=C(N2)C(F)(F)F)C 5-(4-cyclopropyl-2-methoxypyridin-3-yl)-3-(4-(1-methyl-4-(trifluoromethyl)-1H-imidazol-2-yl)benzyl)-2-((2-(trimethylsilyl)ethoxy)methyl)-2H-pyrazolo[4,3-d]pyrimidine